C(C)(C)(C)OC(=O)N1[C@@]2(C(N([C@H](C1)C2)CC2=CC=CC=C2)=O)COCC2=CC=CC=C2 (1R,4S)-5-benzyl-1-((benzyloxy)methyl)-6-oxo-2,5-diazabicyclo[2.2.1]heptane-2-carboxylic acid tert-butyl ester